2-(4-methoxyphenoxy)-9-(tetrahydro-2H-pyran-2-yl)-N-((tetrahydro-2H-pyran-4-yl)methyl)-9H-purin-6-amine COC1=CC=C(OC2=NC(=C3N=CN(C3=N2)C2OCCCC2)NCC2CCOCC2)C=C1